tert-Butyl 3-(4-((3-chloro-2-fluorophenyl)amino)-7-fluoropyrido[3,2-d]pyrimidin-6-yl)piperidine-1-carboxylate ClC=1C(=C(C=CC1)NC=1C2=C(N=CN1)C=C(C(=N2)C2CN(CCC2)C(=O)OC(C)(C)C)F)F